2-CYANO-5-METHYLBENZALDEHYDE C(#N)C1=C(C=O)C=C(C=C1)C